[O+2].[OH-].[OH-] Hydroxide Oxygen